O[C@H]1C[C@H]2CC[C@H]3[C@@H]4CCC([C@@]4(C)CC[C@@H]3[C@]2(CC1)COC)=O (3α,5β)-3-Hydroxy-19-methoxyandrostan-17-one